C1(CC1)C=1N(C2=NC=NC(=C2N1)NCC=1C=NC=NC1)COCC[Si](C)(C)C 8-cyclopropyl-N-(pyrimidin-5-ylmethyl)-9-(2-trimethylsilylethoxymethyl)purin-6-amine